S1C2=C(C=C1)SC=C2 thieno[3,2-b]-thiophene